CN1N=CC(=C1)C1=CC=C2C=C[N+](=CC2=C1)[O-] 7-(1-methylpyrazol-4-yl)-2-oxido-isoquinolin-2-ium